(R)-N-cyclopropyl-3-(5-(difluoromethyl)-1,3,4-thiadiazol-2-yl)-8-(3-methyl-4-(1-methylcyclopropane-1-carbonyl)piperazin-1-yl)-[1,2,4]triazolo[4,3-a]pyridine-6-sulfonamide C1(CC1)NS(=O)(=O)C=1C=C(C=2N(C1)C(=NN2)C=2SC(=NN2)C(F)F)N2C[C@H](N(CC2)C(=O)C2(CC2)C)C